tert-butyl (2-(3-(2-(azepan-1-yl)acetamido)-4-methylthiophene-2-carboxamido)ethyl)(cyclopropyl)carbamate N1(CCCCCC1)CC(=O)NC1=C(SC=C1C)C(=O)NCCN(C(OC(C)(C)C)=O)C1CC1